N-(2-bromo-5-fluoro-phenyl)-4-fluoro-3-methoxy-aniline BrC1=C(C=C(C=C1)F)NC1=CC(=C(C=C1)F)OC